C1(=CC=CC=C1)S(=O)(=O)N1C=CC=2C1=NC=CC2C=2C(=CC(=NC2)N)C 5-[1-(benzenesulfonyl)pyrrolo[2,3-b]pyridin-4-yl]-4-methyl-pyridin-2-amine